3-Ethyl-7-((4-(2-methylimidazo[1,2-b]pyridazin-6-yl)piperazin-1-yl)methyl)-1,5-naphthyridin-2(1H)-one C(C)C=1C(NC2=CC(=CN=C2C1)CN1CCN(CC1)C=1C=CC=2N(N1)C=C(N2)C)=O